3-(2-methoxyphenyl)-N-{[1,3]thiazolo[4,5-b]pyridin-2-yl}pyridine-4-carboxamide COC1=C(C=CC=C1)C=1C=NC=CC1C(=O)NC=1SC=2C(=NC=CC2)N1